N-ethyl-1-[[4-[5-(trifluoromethyl)-1,2,4-oxadiazol-3-yl]phenyl]methyl]triazole-4-carboxamide C(C)NC(=O)C=1N=NN(C1)CC1=CC=C(C=C1)C1=NOC(=N1)C(F)(F)F